tert-Butyl 6-(3-cyano-5-(4,4,5,5-tetramethyl-1,3,2-dioxaborolan-2-yl)pyridin-2-yl)-1,6-diazaspiro[3.3]heptane-1-carboxylate C(#N)C=1C(=NC=C(C1)B1OC(C(O1)(C)C)(C)C)N1CC2(CCN2C(=O)OC(C)(C)C)C1